CCNC(=O)[C@@H]1CCCN1C(=O)[C@H](CCCN=C(N)N)NC(=O)[C@H](CC(C)C)NC(=O)[C@@H](CC(C)C)NC(=O)[C@H](CC2=CC=C(C=C2)O)NC(=O)[C@H](CO)NC(=O)[C@H](CC3=CNC4=CC=CC=C43)NC(=O)[C@H](CC5=CN=CN5)NC(=O)[C@@H]6CCC(=O)N6 The molecule is an oligopeptide comprising pyroglutamyl, histidyl, tryptophyl, seryl, tyrosyl, D-leucyl, leucyl, arginyl, and N-ethylprolinamide residues joined in sequence. It is a synthetic nonapeptide analogue of gonadotropin-releasing hormone, and is used as a subcutaneous hydrogel implant (particularly as the acetate salt) for the treatment of prostate cancer and for the suppression of gonadal sex hormone production in children with central precocious puberty. It has a role as an antineoplastic agent, a gonadotropin releasing hormone agonist and an anti-estrogen.